N-(4-(2-((1H-pyrazol-4-yl)amino)pyrimidin-4-yl)-2-methylbenzyl)-3-isopropoxyazetidine-1-carboxamide N1N=CC(=C1)NC1=NC=CC(=N1)C1=CC(=C(CNC(=O)N2CC(C2)OC(C)C)C=C1)C